(2-ethoxy-3-pyridyl)-3-isopropyl-1-methyl-N-[(5-methyl-1,2,4-oxadiazol-3-yl)methyl]pyrazolo[3,4-b]pyridin-4-amine C(C)OC1=NC=CC=C1C1=C(C2=C(N=C1)N(N=C2C(C)C)C)NCC2=NOC(=N2)C